(R)-2-(difluoromethoxy)-2-(4-morpholino-6-(3-(m-tolyl)-1H-pyrazol-1-yl)pyrimidin-2-yl)ethan-1-ol FC(O[C@@H](CO)C1=NC(=CC(=N1)N1CCOCC1)N1N=C(C=C1)C=1C=C(C=CC1)C)F